CC(C)CCCCCCCCCCCCCCC 2-methyl-heptadecane